CC1=C(C=CC=C1OCCCN1CCC(CC1)O)C1=C(C(=CC=C1)C=1SC2=C(CN(CC2)C)N1)C 1-(3-((2,2'-dimethyl-3'-(5-methyl-4,5,6,7-tetrahydrothiazolo[4,5-c]pyridin-2-yl)-[1,1'-biphenyl]-3-yl)oxy)propyl)piperidin-4-ol